ClC1=CC=C(C=N1)NC(C#CC=1N(C2=CC=C(C=C2C1)CNC1CCN(CC1)C)CC)=O N-(6-chloropyridin-3-yl)-3-(1-ethyl-5-{[(1-methylpiperidin-4-yl)amino]methyl}-1H-indol-2-yl)prop-2-ynamide